N-(4-(4-(tert-butyl)piperazin-1-yl)phenyl)-2-(2-fluorophenyl)pyrazolo[1,5-a][1,3,5]triazin-4-amine C(C)(C)(C)N1CCN(CC1)C1=CC=C(C=C1)NC1=NC(=NC=2N1N=CC2)C2=C(C=CC=C2)F